4-methoxy-N-[4-(2-methoxy-3-pyridyl)thiazol-2-yl]benzamide COC1=CC=C(C(=O)NC=2SC=C(N2)C=2C(=NC=CC2)OC)C=C1